(1S,2R,3S,4S)-1-((2S)-2-((4S,5R)-2-(3-chloro-5-fluorophenyl)-5-hydroxy-1,3-dioxan-4-yl)-2-hydroxyethyl)-3,4-dihydroxy-2-(hydroxymethyl)tetrahydro-1H-selenophen-1-ium ClC=1C=C(C=C(C1)F)C1OC[C@H]([C@H](O1)[C@@H](C[Se@+]1[C@@H]([C@H]([C@@H](C1)O)O)CO)O)O